COC1=CC=C(C=C1)C(OC[C@@]1(COC[C@@H](O1)N1C(NC(C(=C1)C)=O)=O)CO[Si](C(C)C)(C(C)C)C(C)C)(C1=CC=CC=C1)C1=CC=C(C=C1)OC 1-[(2R,6S)-6-[[bis(4-methoxyphenyl)-phenyl-methoxy]methyl]-6-(triisopropylsilyloxymethyl)-1,4-dioxan-2-yl]-5-methyl-pyrimidine-2,4-dione